COC1=CC=C(C2=C(C=CC=C12)OC)C=O 4,8-dimethoxy-1-naphthaldehyde